COC1=C(C=C(N=N1)C=1C(NC(NC1)=O)=O)C1C(C1)C1=CC=CC=C1 5-(6-methoxy-5-(2-phenylcyclopropyl)pyridazin-3-yl)pyrimidine-2,4(1H,3H)-dione